4-(4-cyanophenyl)-6-formylisoindoline-one C(#N)C1=CC=C(C=C1)C1=C2CNC(C2=CC(=C1)C=O)=O